7-(pyridin-4-yl)pyrrolo[2,1-f][1,2,4]triazin-4-amine N1=CC=C(C=C1)C1=CC=C2C(=NC=NN21)N